3-(6-bromopyridin-3-yl)-4,4,4-trifluorobutane-1-sulfonyl chloride BrC1=CC=C(C=N1)C(CCS(=O)(=O)Cl)C(F)(F)F